N1=C(C=CC=C1)C=1N=C(C2=CC=CC=C2C1)N=C(N)C1=NC=CC=C1 N'-(3-pyridin-2-ylisoquinolin-1-yl)pyridine-2-carboximidamide